C(C1=CC=CC=C1)SC(CC[C@@H](C(=O)OCC1=CC=CC=C1)NC(=O)OC(C)(C)C)=O (S)-benzyl 5-(benzylthio)-2-((tert-butoxycarbonyl)amino)-5-oxopentanoate